(tetra-tert-butylphenyl)-trifluoromethanesulfonic acid C(C)(C)(C)C=1C(=C(C(=C(C1)OS(=O)(=O)C(F)(F)F)C(C)(C)C)C(C)(C)C)C(C)(C)C